[C@H]12N(C[C@H](NC1)C2)C2=C(C=CC=1N(C(=NC12)C)C)NC(=O)C1=NN(C(C=C1)=O)C1=C(C=CC=C1F)F N-(4-((1R,4R)-2,5-diazabicyclo[2.2.1]heptan-2-yl)-1,2-dimethyl-1H-benzo[d]imidazol-5-yl)-1-(2,6-difluorophenyl)-6-oxo-1,6-dihydropyridazine-3-carboxamide